FC1=C(OC=2C=CC(=NC2)NC(CC)=O)C=CC(=C1)F N-(5-(2,4-difluorophenoxy)pyridin-2-yl)propanamide